(1S,2R)-2-(4-fluorophenyl)cyclopropanamine Hydrochloride Cl.FC1=CC=C(C=C1)[C@@H]1[C@H](C1)N